C1(CC1)C([C@@H](C(=O)NC1=C(C=C(C=C1)[C@@H](C(=O)N1CC(CC1)NC(OC(C)(C)C)=O)C)F)NC(=O)C1=CC=NN1C(C)C)C1CC1 tert-butyl (1-((S)-2-(4-((S)-3,3-dicyclopropyl-2-(1-isopropyl-1H-pyrazole-5-carboxamido)propanamido)-3-fluorophenyl)propanoyl)pyrrolidin-3-yl)carbamate